2-{5-[(1R,4R,7R)-7-amino-2-azabicyclo[2.2.1]heptane-2-carbonyl]-7-methoxy-1-methyl-1H-1,3-benzodiazol-2-yl}-1-(cyclopropylmethyl)-2',3'-dihydro-1H,1'H-[6,7'-biindole]-2'-one N[C@H]1[C@@H]2N(C[C@H]1CC2)C(=O)C2=CC1=C(N(C(=N1)C=1N(C3=CC(=CC=C3C1)C=1C=CC=C3CC(NC13)=O)CC1CC1)C)C(=C2)OC